tert-butyl (3S)-3-(((3S)-6,6-difluoro-2-hydroxy-1-(methylamino)-1-oxoheptan-3-yl)carbamoyl)-2-azaspiro[4.5]decane-2-carboxylate FC(CC[C@@H](C(C(=O)NC)O)NC(=O)[C@H]1N(CC2(C1)CCCCC2)C(=O)OC(C)(C)C)(C)F